Diethyl {[(3-{2-[(diphenylmethylidene)amino]pyridin-3-yl}propyl)oxy]methyl}phosphonate C1(=CC=CC=C1)C(C1=CC=CC=C1)=NC1=NC=CC=C1CCCOCP(OCC)(OCC)=O